(S)-N-(3-(1-(4-(1-((1-(4-(2,6-dioxopiperidin-3-yl)phenyl)piperidin-4-yl)methyl)piperidin-4-yl)phenyl)-3-(pyridin-4-yl)-1H-pyrazol-4-yl)-2-fluorophenyl)propane-1-sulfonamide O=C1NC(CC[C@H]1C1=CC=C(C=C1)N1CCC(CC1)CN1CCC(CC1)C1=CC=C(C=C1)N1N=C(C(=C1)C=1C(=C(C=CC1)NS(=O)(=O)CCC)F)C1=CC=NC=C1)=O